C(C)(C)OC(C(O)C)=O Isopropyllactat